OC1=C(C(=CC(=C1S(=O)(=O)N(C)C)CCCCC)O)C1=CC(=CC=C1)C 2,6-dihydroxy-N,N,3'-trimethyl-4-pentyl-[1,1'-biphenyl]-3-sulfonamide